8-(6-(4-(4-bromobenzyl)piperazin-1-yl)pyridin-3-yl)quinoxalin-6-amine BrC1=CC=C(CN2CCN(CC2)C2=CC=C(C=N2)C=2C=C(C=C3N=CC=NC23)N)C=C1